FC(C1=C(C=CC=C1)S(=O)(=O)N1C[C@@H](NCC1)C(=O)O)(F)F (R)-4-((2-(trifluoromethyl)phenyl)sulfonyl)piperazine-2-carboxylic acid